methyl 8-((2-cyano-3-fluorophenyl) amino)-8-oxooctanoate C(#N)C1=C(C=CC=C1F)NC(CCCCCCC(=O)OC)=O